6-[2-(6-methyl-pyridin-2-yl)-5,6,7,8-tetrahydro-imidazo[1,2-a]pyrimidin-3-yl]-quinoxaline CC1=CC=CC(=N1)C=1N=C2N(CCCN2)C1C=1C=C2N=CC=NC2=CC1